Cl.C1NCCC12CCN(CC2)C=2C1=C(N=C(N2)C2=CC=NC=C2)C=NC=C1 4-(2,8-diazaspiro[4.5]decan-8-yl)-2-(4-pyridinyl)pyrido[3,4-d]pyrimidine hydrochloride